2-(3-Cyanophenyl)-3-(3-fluoro-2,6-dimethyl-4-pyridyl)-N-(2-hydroxy-2-methyl-propyl)pyrazolo[1,5-a]pyrimidine-5-carboxamide C(#N)C=1C=C(C=CC1)C1=NN2C(N=C(C=C2)C(=O)NCC(C)(C)O)=C1C1=C(C(=NC(=C1)C)C)F